6-[8-[[2-[(1R)-1-aminoethyl]-4,8-difluoro-3,5,6,7-tetrahydrocyclopenta[f]benzimidazol-6-yl]methyl]-2-oxo-1-oxa-3,8-diazaspiro[4.5]decan-3-yl]-4H-pyrazino[2,3-b][1,4]oxazin-3-one N[C@H](C)C=1NC2=C(N1)C(=C1C(=C2F)CC(C1)CN1CCC2(CN(C(O2)=O)C2=NC3=C(OCC(N3)=O)N=C2)CC1)F